1-(4-(3,3-difluoroprop-1-en-2-yl)phenyl)ethan-1-one FC(C(=C)C1=CC=C(C=C1)C(C)=O)F